sodium N-ethyl-N-(3-sulfopropyl)-3-methoxyaniline C(C)N(C1=CC(=CC=C1)OC)CCCS(=O)(=O)O.[Na]